tert-butyl 5-oxo-1,4,5,7,8,9-hexahydropyrido[3,4-e]pyrrolo[1,2-a]pyrimidine-3(2H)-carboxylate O=C1N=C2N(C3=C1CN(CC3)C(=O)OC(C)(C)C)CCC2